4-(4-(4-ethylpiperazin-1-yl)phenyl)-5-fluoropyrimidine-2,4-diamine C(C)N1CCN(CC1)C1=CC=C(C=C1)C1(NC(=NC=C1F)N)N